Ethyl 2-((5-iodo-2-methylphenyl)(propyl)amino)thiazole-4-carboxylate IC=1C=CC(=C(C1)N(C=1SC=C(N1)C(=O)OCC)CCC)C